4-fluoro-3-methyl-8-(4-(methylsulfonyl)phenyl)-2-(trifluoromethyl)chromeno[7,8-d]imidazol-6(3H)-one FC1=CC=2C(C=C(OC2C2=C1N(C(=N2)C(F)(F)F)C)C2=CC=C(C=C2)S(=O)(=O)C)=O